C(C=C)(=O)O.C(CC)C1C(=O)NC(C1)=O propyl-succinimide acrylate